ClC1=C(C=C(OCC(=O)N[C@H]2CC[C@@H](NC2)C(=O)NC2=CC=CC=C2)C=C1)F (2r,5s)-5-[2-(4-chloro-3-fluorophenoxy)acetamido]-N-phenylpiperidine-2-carboxamide